OC1=C(C=C(C=C1C(C)(C)CC)C(C)(C)CC)N1N=C2C(=N1)C=CC=C2 2-(2'-hydroxy-3,5-ditertiary-amylphenyl)benzotriazole